C(C1=CC(=C(C(=C1)C)O)C)C1=CC(=C(C(=C1)C)O)C 4,4'-methylenebis[2,6-dimethylphenol]